triazolo[4,5-b]pyridin-3-ol N1=NN(C2=NC=CC=C21)O